6-(N-(1-methylcyclopropyl)sulfamoyl)imidazo[1,2-a]pyridine-3-carboxylic acid CC1(CC1)NS(=O)(=O)C=1C=CC=2N(C1)C(=CN2)C(=O)O